ClC1=NC(=C2C(=N1)N(N=C2)[C@H]2[C@@H](C[C@H](O2)COC(CO)P(O)(O)=O)O)NC2CCCC2 (1-(((2S,4R,5R)-5-(6-chloro-4-(cyclopentylamino)-1H-pyrazolo[3,4-d]pyrimidin-1-yl)-4-hydroxytetrahydrofuran-2-yl)methoxy)-2-hydroxyethyl)phosphonic acid